CC1=C(C(=C(C=C1)O)OC)OC 4-methyl-2,3-dimethoxyphenol